ClC1=CC=C(C=C1)N1C[C@@H](CC1)C(=O)N[C@@H]([C@H](O)C1=CC=C(C=C1)OC1CC1)CN1CCCC1 (R)-1-(4-chlorophenyl)-N-((1R,2R)-1-(4-cyclopropoxyphenyl)-1-hydroxy-3-(pyrrolidin-1-yl)propan-2-yl)pyrrolidine-3-carboxamide